4-isobutyl-2,6-piperidinedione C(C(C)C)C1CC(NC(C1)=O)=O